[Na].C(C)(=O)NCCSSCCCCS(=O)O 4-[[2-(acetylamino)ethyl]dithio]-1-butanesulfinic acid sodium